S(=O)(=O)(C1=CC=C(C)C=C1)O[C@@H](CC1CCN(CC1)C(=O)OCC1=CC=CC=C1)COS(=O)(=O)C1=CC=C(C)C=C1 (S)-benzyl 4-(2,3-bis(tosyloxy) propyl)piperidine-1-carboxylate